BrCC1=C(C=NN1C1CC1)C1=C(C=CC=C1Cl)Cl 5-(bromomethyl)-1-cyclopropyl-4-(2,6-dichlorophenyl)-1H-pyrazole